dimethyl-tridecyl-[3-(trimethoxysilyl)propyl]ammonium chloride [Cl-].C[N+](CCC[Si](OC)(OC)OC)(CCCCCCCCCCCCC)C